BrC=1C=CC2=C([C@H](CO2)O)C1 (R)-5-bromo-2,3-dihydrobenzofuran-3-ol